3-(1H-PYRROL-1-YL)PHENYLBORONIC ACID N1(C=CC=C1)C=1C=C(C=CC1)B(O)O